3,6-dibromo-2-methoxypyridine BrC=1C(=NC(=CC1)Br)OC